ClC=1C(=CC(=NC1)NC(NC1CCC(CC1)NC(C)=O)=O)C1=C2N(N=C1)CC(C2)(C)C N-((1r,4r)-4-(3-(5-chloro-4-(5,5-dimethyl-5,6-dihydro-4H-pyrrolo[1,2-b]pyrazol-3-yl)pyridin-2-yl)ureido)cyclohexyl)acetamide